tert-butyl N-[(1S)-4-[(4,5-dihydro-1H-imidazol-2-yl)amino]-1-{[(1S,2S)-2-methyl-1-(methylcarbamoyl)butyl]carbamoyl} butyl]-carbamate N1C(=NCC1)NCCC[C@@H](C(N[C@@H]([C@H](CC)C)C(NC)=O)=O)NC(OC(C)(C)C)=O